2-pentyl-9,10-di(isopropoxy)anthracene C(CCCC)C1=CC2=C(C3=CC=CC=C3C(=C2C=C1)OC(C)C)OC(C)C